COCCC1=CC=C(C2=CC=CC=C12)C1=NC(=NC(=N1)C(Cl)(Cl)Cl)C(Cl)(Cl)Cl 2-[4-(2-methoxyethyl)-naphth-1-yl]-4,6-bis-trichloromethyl-s-triazine